tert-butyl 5-[6-fluoro-5-[[4-methyl-6-(methylamino)pyrimidin-2-yl]amino]-2,3-dihydrobenzofuran-7-yl]-2,3,4,7-tetrahydroazepine-1-carboxylate FC1=C(C2=C(CCO2)C=C1NC1=NC(=CC(=N1)C)NC)C=1CCCN(CC1)C(=O)OC(C)(C)C